N-[5-[[6-[2-(2,6-dichloro-3,5-dimethoxy-anilino)-3-pyridinyl]pyrimidin-4-yl]amino]-1-methyl-imidazol-4-yl]prop-2-enamide ClC1=C(NC2=NC=CC=C2C2=CC(=NC=N2)NC2=C(N=CN2C)NC(C=C)=O)C(=C(C=C1OC)OC)Cl